C1C(CC2=CC=CC=C12)NC1=NC=C(C=N1)C1CCN(CC1)C(=O)OC(C)(C)C tert-butyl 4-{2-[(2,3-dihydro-1H-inden-2-yl)amino]pyrimidin-5-yl}piperidine-1-carboxylate